COC1=C(C2=CC=CC=C2C=C1OC)C=O 2,3-dimethoxy-1-naphthalenealdehyde